N1(CCNCC1)C(=O)OCC1=NN=C2N1C1=CC=CC=C1C(N2CC2=CC=C(C=C2)OC)=O ((4-(4-methoxybenzyl)-5-oxo-4,5-dihydro-[1,2,4]triazolo[4,3-a]quinazolin-1-yl) methyl) piperazine-1-carboxylate